Pyrrolo[2,3-d]Pyrimidine-7-carboxylic acid (4-aminocyclohexyl) ester hydrochloride Cl.NC1CCC(CC1)OC(=O)N1C=CC2=C1N=CN=C2